tert-butyl 4-((S)-4-((1r,4R)-4-(3-bromo-2-methylphenoxy)cyclohexyl)-1,1,1-trifluorobutan-2-yl)pyrazine-1(4H)-carboxylate BrC=1C(=C(OC2CCC(CC2)CC[C@@H](C(F)(F)F)N2C=CN(C=C2)C(=O)OC(C)(C)C)C=CC1)C